(R)-5-{4-[4-(3,5-dimethylpyridin-2-yl)piperazine-1-carbonyl]phenyl}-5-fluoromethylimidazolidine-2,4-dione CC=1C(=NC=C(C1)C)N1CCN(CC1)C(=O)C1=CC=C(C=C1)[C@@]1(C(NC(N1)=O)=O)CF